tert-Butyl 4-[(4-methylsulfonylphenyl)-phenyl-methylene]piperidine-1-carboxylate CS(=O)(=O)C1=CC=C(C=C1)C(=C1CCN(CC1)C(=O)OC(C)(C)C)C1=CC=CC=C1